N-Fmoc-piperidone C(=O)(OCC1C2=CC=CC=C2C2=CC=CC=C12)N1C(CCCC1)=O